tantalum (i) (R)-1-(4-(1-cyclopropyl-3-phenyl-1H-pyrazol-4-yl)-7-ethoxyquinazolin-6-yl)ethan-1-ol C1(CC1)N1N=C(C(=C1)C1=NC=NC2=CC(=C(C=C12)[C@@H](C)O)OCC)C1=CC=CC=C1.[Ta+]